OC=1C=C(C=CC1)CN1CCC(CC1)NC(=O)C1=CN=C2N1N=CC=C2 N-{1-[(3-hydroxyphenyl)methyl]piperidin-4-yl}imidazo[1,2-b]pyridazine-3-carboxamide